(5S)-7-chloro-4,4-difluoro-1,2,3,4-tetrahydrospiro[1-benzazepine-5,2'-oxirane]-1-carboxylic acid tert-butyl ester C(C)(C)(C)OC(=O)N1CCC([C@]2(OC2)C2=C1C=CC(=C2)Cl)(F)F